NC1=C(C=C(C=C1)C1=CC=C(C=C1)F)NC(C1=CC=C(C=C1)S1(N[C@H](CC1)C1=CC=CC=C1)=O)=O |r| N-[2-amino-5-(4-fluorophenyl)phenyl]-4-[rac-(1S,3R)-1-oxo-3-phenyl-4,5-dihydro-3H-isothiazol-1-yl]benzamide